C(C1=CC=CC=C1)N([C@H](CC(NCCCCCCCC)=O)C(=O)O)C(=O)OCC1C2=CC=CC=C2C=2C=CC=CC12 Benzyl-N2-(((9H-fluoren-9-yl)methoxy)carbonyl)-N4-octyl-D-asparagine